C(=O)(OC(C)(C)C)N[C@@H](CCC(=O)N)C(=O)N Boc-glutamic Diamide